4-[3-[4-(3-Amino-2-hydroxy-3-oxoprop-1-enyl)phenyl]prop-2-enoyl]benzoic acid NC(C(=CC1=CC=C(C=C1)C=CC(=O)C1=CC=C(C(=O)O)C=C1)O)=O